5-(3,5-dimethylisoxazol-4-yl)-2-methyl-N-(4-(4-methyl-1H-imidazol-1-yl)phenyl)aniline CC1=NOC(=C1C=1C=CC(=C(NC2=CC=C(C=C2)N2C=NC(=C2)C)C1)C)C